ClCC(=O)C1=C(N(C(=C1)C1CC(C1)F)C1=CC=C(C#N)C=C1)C 4-(3-(2-chloroacetyl)-5-(3-fluorocyclobutyl)-2-methyl-1H-pyrrol-1-yl)benzonitrile